O=C1NC(CCC1C1=CC=C2CCN(CC2=C1)C1CCN(CC1)C(=O)OC(C)(C)C)=O tert-butyl 4-(7-(2,6-dioxopiperidin-3-yl)-3,4-dihydroisoquinolin-2(1H)-yl)piperidine-1-carboxylate